5-(1,4-oxaazepan-4-yl)pyrazolo[1,5-a]pyrimidine-3-carboxylic acid O1CCN(CCC1)C1=NC=2N(C=C1)N=CC2C(=O)O